2-hydroxy-3,3'-dihydroxy-3,4'-dihydroxybenzophenone OC1C(C(=O)C2=CC(=C(C=C2)O)O)=CC=CC1(O)O